N,N'-(oxydimethylene)bismaleimide O(CN1C(C=CC1=O)=O)CN1C(C=CC1=O)=O